diethyl-{2-[(1-oxoprop-2-enyl)oxy]ethyl}ammonium C(C)[NH+](CCOC(C=C)=O)CC